(4-chlorophenoxy)-1-(1H-imidazol-1-yl)-3,3-dimethyl-2-butanone ClC1=CC=C(OC(C(C(C)(C)C)=O)N2C=NC=C2)C=C1